N#[C-].BrC=1C=C2C=CNC2=CC1 5-bromo-indole isonitrile